2-((5-fluoropyridin-2-yl)oxy)-N-(4'-(methoxymethyl)-[1,1'-biphenyl]-4-yl)-2-methylpropanamide FC=1C=CC(=NC1)OC(C(=O)NC1=CC=C(C=C1)C1=CC=C(C=C1)COC)(C)C